N,N-diethylamino-1-naphthalenesulfonyl chloride C(C)N(CC)C1=C(C2=CC=CC=C2C=C1)S(=O)(=O)Cl